N1N=C(C=C1)C=1C=CC=NC1 5-pyrazolyl-pyridine